C(CC1=CC=CC=C1)C1=NC=CC2=CC=NC=C12 phenethyl-2,7-naphthyridin